BrCC1=C(C#N)C(=CC(=C1)Cl)Cl 2-(bromomethyl)-4,6-dichlorobenzonitrile